(4-(Oxetan-3-yl)piperazin-1-yl)-N-phenethyl-1H-benzo[d]imidazole-1-carboxamide O1CC(C1)N1CCN(CC1)C1=NC2=C(N1C(=O)NCCC1=CC=CC=C1)C=CC=C2